(S)-4-(4-((7-(2,6-dioxopiperidin-3-yl)-6-oxo-7,8-dihydro-2H,6H-spiro[furo[2,3-e]isoindole-3,4'-piperidin]-1'-yl)methyl)-1H-pyrazol-1-yl)benzonitrile O=C1NC(CC[C@@H]1N1C(C2=CC=C3C(=C2C1)OCC31CCN(CC1)CC=1C=NN(C1)C1=CC=C(C#N)C=C1)=O)=O